ethyl 1-(3-fluoro-4-(methoxymethoxy)phenyl)-5-methyl-1H-1,2,3-triazole-4-carboxylate FC=1C=C(C=CC1OCOC)N1N=NC(=C1C)C(=O)OCC